(R)-(+)-2,2'-bis(di-3,5-xylylphosphino)-5,5',6,6',7,7',8,8'-octahydro-1,1'-binaphthyl CC1=CC(=CC(=C1)P(C2=C(C3=C(CCCC3)C=C2)C4=C(C=CC5=C4CCCC5)P(C6=CC(=CC(=C6)C)C)C7=CC(=CC(=C7)C)C)C8=CC(=CC(=C8)C)C)C